FC=1C=C2C(NN=C(C2=CC1F)[C@@H](C)N(C(=O)C1=CC2=C(N1)C=C(S2)F)C)=O |r| racemic-N-(1-(6,7-difluoro-4-oxo-3,4-dihydrophthalazin-1-yl)ethyl)-2-fluoro-N-methyl-4H-thieno[3,2-b]pyrrole-5-carboxamide